C(#N)C(C)(C=1C=NC=CC1)NC(=O)[C@@H]1[C@H]2C([C@H]2CN1C([C@H](C(C)(C)C)NC(C(F)(F)F)=O)=O)(C)C (1R,2S,5S)-N-[1-cyano-1-(3-pyridyl)ethyl]-3-[(2S)-3,3-dimethyl-2-[(2,2,2-trifluoroacetyl)amino]butanoyl]-6,6-dimethyl-3-azabicyclo[3.1.0]hexane-2-carboxamide